C(C=C)(=O)N1C(CCCCC1)C=1N(C(=C(N1)C1=CC=C(C=C1)C(NC1=NC=CC(=C1)CC)=O)C(=O)N)N 2-(1-acryloylazepan-2-yl)-1-amino-4-(4-((4-ethylpyridin-2-yl)carbamoyl)phenyl)-1H-imidazole-5-carboxamide